N1,N4-bis(4-aminophenyl)terephthalamide NC1=CC=C(C=C1)NC(C1=CC=C(C(=O)NC2=CC=C(C=C2)N)C=C1)=O